C1NCC12CC(C2)CN2N=CC(=C2)C#N 1-(2-azaspiro[3.3]heptan-6-ylmethyl)pyrazole-4-carbonitrile